(3aR,6R,6aR)-6-[2-[2-(2-benzyloxy-ethoxy)ethoxy]ethoxymethyl]-4-methoxy-2,2-dimethyl-3a,4,6,6a-tetrahydrofuro[3,4-d][1,3]dioxole C(C1=CC=CC=C1)OCCOCCOCCOC[C@H]1OC([C@H]2[C@@H]1OC(O2)(C)C)OC